C(C=C)(=O)NC(C)CCCCCC 2-acrylamidooctane